methyl 4-{1-[5-iso-propyl-2-methyl-4-(2-methylpropoxy)phenyl]-1-hydroxyethyl}benzoate C(C)(C)C=1C(=CC(=C(C1)C(C)(O)C1=CC=C(C(=O)OC)C=C1)C)OCC(C)C